BrC1=CC=C(C=C1)CN1C2=CC=C(C=C2C=2C=C(C=CC12)OC)OC 9-((4-bromophenyl)methyl)-3,6-dimethoxy-9H-carbazole